5-(4-(1-(2-methyl-4-((thiazol-4-ylmethoxy)methyl)benzamido)cyclopropyl)quinolin-2-yl)-1H-pyrazole-3-carboxamide CC1=C(C(=O)NC2(CC2)C2=CC(=NC3=CC=CC=C23)C2=CC(=NN2)C(=O)N)C=CC(=C1)COCC=1N=CSC1